inositol hexaphosphate sodium salt C1(C(C(C(C(C1OP(=O)(O)O)OP(=O)(O)O)OP(=O)(O)[O-])OP(=O)(O)O)OP(=O)(O)O)OP(=O)(O)O.[Na+]